ClC=1C=C(C=CC1OC1=C2C(=NC=C1)C=C(S2)C2=NC=C(C=C2)CN2CCOCC2)NC(=O)C=2C(N(C=CC2OCC)C2=CC=C(C=C2)F)=O N-(3-chloro-4-({2-[5-(morpholinomethyl)pyridin-2-yl]thieno[3,2-b]pyridin-7-yl}oxy)phenyl)-4-ethoxy-1-(4-fluorophenyl)-2-oxo-1,2-dihydropyridine-3-carboxamide